2,4-dimethyl-benzamide Ethyl-14,14-dimethyl-3-oxo-1,12,12-triphenyl-2,11,13-trioxa-4-aza-12-silahexadecan-16-oate C(C)OC(CC(O[Si](OCCCCCCNC(OCC1=CC=CC=C1)=O)(C1=CC=CC=C1)C1=CC=CC=C1)(C)C)=O.CC1=C(C(=O)N)C=CC(=C1)C